2,2'-(3,4,6-tris(10-methylphenazin-5(10H)-yl)-1,2-phenylene)bis(benzo[d]oxazole) CN1C2=CC=CC=C2N(C=2C=CC=CC12)C=1C(=C(C(=CC1N1C=2C=CC=CC2N(C2=CC=CC=C12)C)N1C=2C=CC=CC2N(C2=CC=CC=C12)C)C=1OC2=C(N1)C=CC=C2)C=2OC1=C(N2)C=CC=C1